COC1=CC=C(CN(S(=O)(=O)C2=C(C=CC=C2S(=O)(=O)CCN2C(COCC2)=O)C=2N=NN(N2)CC2=CC=C(C=C2)OC)CC2=CC=C(C=C2)OC)C=C1 N,N-bis(4-methoxybenzyl)-2-(2-(4-methoxybenzyl)-2H-tetrazol-5-yl)-6-((2-(3-oxomorpholino)ethyl)sulfonyl)benzenesulfonamide